5-Bromo-2-[[5-[3-(trifluoromethyl)phenyl]-2-furanyl]methylene]-3(2H)-benzofuranone BrC=1C=CC2=C(C(C(O2)=CC=2OC(=CC2)C2=CC(=CC=C2)C(F)(F)F)=O)C1